ethyl 1-(6-(4-chloro-3-methoxyphenyl)quinolin-2-yl)piperidine-4-carboxylate ClC1=C(C=C(C=C1)C=1C=C2C=CC(=NC2=CC1)N1CCC(CC1)C(=O)OCC)OC